BrC1=CC=2C3=C(C=NC2C=C1F)N(C(C31CN(C1)C1=CC=C(C=C1)F)=O)C 8'-Bromo-7'-fluoro-1-(4-fluorophenyl)-3'-methylspiro[azetidine-3,1'-pyrrolo[2,3-c]quinolin]-2'(3'H)-one